(R)-2-phenyl-5-(3-(5-(trifluoromethyl)pyridin-2-yloxy)pyrrolidin-1-yl)isonicotinonitrile C1(=CC=CC=C1)C=1C=C(C#N)C(=CN1)N1C[C@@H](CC1)OC1=NC=C(C=C1)C(F)(F)F